C1(=CC(=CC=C1)NC(=O)N[C@@H](CCCCNC(=O)NC=1C=C(C=CC1)C)C(=O)O)C N,N'-di(m-tolylaminocarbonyl)-lysine